FC1(OC2=C(O1)C=CC(=C2)[C@H](C)OC2=NC=CC(=C2)N2N=C(C=1CCC[C@H](C21)NC(=O)C21CC(C2)(C1)C(=O)OC)C(F)(F)F)F methyl 3-[[(7R)-1-[2-[(1S)-1-(2,2-difluoro-1,3-benzodioxol-5-yl)ethoxy]-4-pyridyl]-3-(trifluoromethyl)-4,5,6,7-tetrahydroindazol-7-yl]carbamoyl]bicyclo[1.1.1]pentane-1-carboxylate